COC=1C=C2C(C3=C4C(=C5C=CC(OC5=C3C2=CC1)(C1=CC=C(C=C1)OC)C1=CC=C(C=C1)OC)C=CC=C4)(C)C 11-methoxy-2,2-bis(4-methoxyphenyl)-9,9-dimethyl-2,9-dihydrobenzo[f]Indeno[2,1-h]Chromene